CC(C(=O)OC=1C(=NN(C(C1C1=C(C(=CC=C1F)Cl)CCC1=NN(N=C1)C)=O)C)C)C [5-[3-chloro-6-fluoro-2-[2-(2-methyltriazol-4-yl) ethyl] phenyl]-1,3-dimethyl-6-oxo-pyridazin-4-yl] 2-methylpropionate